C(C=C)C1(CC1)N1CCNCC1 1-(1-allylcyclopropyl)piperazine